6-(1H-indol-5-yl)-N-(4-((1S,4R)-5-isopropyl-2,5-diazabicyclo[2.2.1]heptan-2-yl)phenyl)-[1,2,4]triazolo[1,5-a]pyrazin-8-amine N1C=CC2=CC(=CC=C12)C=1N=C(C=2N(C1)N=CN2)NC2=CC=C(C=C2)N2[C@@H]1CN([C@@H](C2)C1)C(C)C